tert-Butyl 7-(8-((tert-butoxycarbonyl)amino)-3-(3-cyclopropylureido)-7-fluoroisoquinolin-6-yl)-8-methyl-2,3-dihydro-1H-pyrido[2,3-b][1,4]oxazine-1-carboxylate C(C)(C)(C)OC(=O)NC=1C(=C(C=C2C=C(N=CC12)NC(=O)NC1CC1)C1=C(C2=C(OCCN2C(=O)OC(C)(C)C)N=C1)C)F